C1CC(CCC12CCCCC2)=O spiro[5.5]Undecane-3-one